(S)-3-(4-(2-Chloro-5-iodobenzyl)phenoxy)tetrahydrofuran ClC1=C(CC2=CC=C(O[C@@H]3COCC3)C=C2)C=C(C=C1)I